OCCCS(=O)(=O)O.C(CCC)N(CCCC)CCCC tributylamine 3-hydroxypropanesulfonate salt